7,8-dihydro-6H-pyrido[3,2-b]pyrazin N1=C2C(=NC=C1)NCCC2